Cl.ClC=1C=CC(=C(C1)C1=NC=NN2C1=CC(=C2)CN2C(C1C(C1C2=O)(C)C)=O)N2CCNCC2 3-((4-(5-chloro-2-(piperazin-1-yl)phenyl)pyrrolo[2,1-f][1,2,4]triazin-6-yl)methyl)-6,6-dimethyl-3-azabicyclo[3.1.0]hexane-2,4-dione hydrochloride